The molecule is a naphtho-gamma-pyrone that is fonsecin in which the hydroxy group at position 8 (meta to the methoxy group) has been converted to the corresponding methyl ether. Found in Aspergillus fonsecaeus. It has a role as an Aspergillus metabolite. It is a naphtho-gamma-pyrone, an aromatic ether, a member of phenols and a cyclic hemiketal. It derives from a fonsecin. CC1(CC(=O)C2=C(C3=C(C=C(C=C3C=C2O1)OC)OC)O)O